(R)-1-(4-(2-(6-((3r,5r)-3-amino-5-fluoropiperidine-1-carbonyl)-3-methylpyrazolo[1,5-a]pyridin-2-yl)-1-(cyclopropylmethyl)-1H-indol-7-yl)piperidin-1-yl)-2-methoxypropan-1-one N[C@H]1CN(C[C@@H](C1)F)C(=O)C=1C=CC=2N(C1)N=C(C2C)C=2N(C1=C(C=CC=C1C2)C2CCN(CC2)C([C@@H](C)OC)=O)CC2CC2